FC(C1=C(C(=O)OCC(C)(NC(=O)C2=CC=C3C(=N2)NC=C3)C)C=CC=C1)(F)F 2-methyl-2-(1H-pyrrolo[2,3-b]pyridine-6-carboxamido)propyl 2-(trifluoromethyl)benzoate